FC1=C(C(=O)OC)C=C(C(=C1)N1CCC(CC1)CO)F methyl 2,5-difluoro-4-(4-(hydroxymethyl)piperidin-1-yl)benzoate